C(C)(C)(C)OC(=O)N1CCC(CC1)NC(=O)Cl 4-(chlorocarbonylamino)piperidine-1-carboxylic acid tert-butyl ester